Chloromethylketon ClCC(=O)CCl